(2R)-2-(6-{5-chloro-2-[(oxan-4-yl)amino]pyrimidin-4-yl}-1-oxo-2,3-dihydro-1H-isoindol-2-yl)-N-[(1R)-1-[5-(difluoromethyl)-2-fluorophenyl]ethyl]-3-hydroxypropanamide ClC=1C(=NC(=NC1)NC1CCOCC1)C1=CC=C2CN(C(C2=C1)=O)[C@@H](C(=O)N[C@H](C)C1=C(C=CC(=C1)C(F)F)F)CO